C(CCCCCCC)N(C([S-])=S)CCCCCCCC.[Mo+4].C(CCCCC)[N+](C([S-])=S)(CCCCCC)[S-].[Mo+4] molybdenum dihexyldithiocarbamate sulfide molybdenum dioctyl-dithiocarbamate